ClC1=C(CCCC1=CC=C1N(C=2C=CC3=C(C2C1(C)C)C=CC=C3)C)C=CC3=[N+](C=1C=CC2=C(C1C3(C)C)C=CC=C2)C 2-[2-[2-Chloro-3-[2-(1,3-dihydro-1,1,3-trimethyl-2H-benzo[e]-indol-2-ylidene)-ethylidene]-1-cyclohexen-1-yl]-ethenyl]-1,1,3-trimethyl-1H-benzo[e]indolium